[[4-[1-[1-[[4-cyano-3-(trifluoromethyl)phenyl]carbamoyl]cyclobutyl]pyrazol-4-yl]-1-piperidyl]methyl]pyrrolidine-1-carboxylate C(#N)C1=C(C=C(C=C1)NC(=O)C1(CCC1)N1N=CC(=C1)C1CCN(CC1)COC(=O)N1CCCC1)C(F)(F)F